O1CC=CC2=C1C=CC=C2 E-benzopyran